6,7-difluoro-4-(3-(2-(trifluoromethyl)-6,7-dihydropyrazolo[1,5-a]pyrimidin-4(5H)-yl)-7,8-dihydro-1,6-naphthyridin-6(5H)-yl)quinazoline FC=1C=C2C(=NC=NC2=CC1F)N1CC=2C=C(C=NC2CC1)N1C=2N(CCC1)N=C(C2)C(F)(F)F